C(#N)C1=CC(=C(C(=O)NC2=C(C=CC(=C2)C(NC2=C(C=C(C=C2Cl)C(C(C(F)(F)F)(F)F)(C(F)(F)F)F)Cl)=O)C#N)C=C1)C 4-cyano-N-[2-cyano-5-[[2,6-dichloro-4-[1,2,2,3,3,3-hexafluoro-1-(trifluoromethyl)-propyl]phenyl]carbamoyl]phenyl]-2-methyl-benzamide